FC1(CCN(CCC1)C=1C(=NC(=CC1)C(F)(F)F)C=1NC(C=C(N1)C)=O)F 2-[3-(4,4-difluoroazepan-1-yl)-6-(trifluoromethyl)-2-pyridinyl]-4-methyl-1H-pyrimidin-6-one